(±)-3,7-Dimethyloct-6-en-1-ol C[C@@H](CCO)CCC=C(C)C |r|